(1R,2S,5S)-N-(2-amino-2-oxo-1-phthalazin-1-yl-ethyl)-6,6-dimethyl-3-[(2S)-3-methyl-2-(pyrimidin-5-ylamino)butanoyl]-3-azabicyclo[3.1.0]hexane-2-carboxamide NC(C(C1=NN=CC2=CC=CC=C12)NC(=O)[C@@H]1[C@H]2C([C@H]2CN1C([C@H](C(C)C)NC=1C=NC=NC1)=O)(C)C)=O